beta-naphthylsulfonat C1=C(C=CC2=CC=CC=C12)S(=O)(=O)[O-]